(6R,9S)-N-(3,4-dichlorophenyl)-1-fluoro-6,7,8,9-tetrahydro-5H-6,9-epiminocyclohepta-[c]pyridine-10-carboxamide ClC=1C=C(C=CC1Cl)NC(=O)N1[C@H]2CC3=C(C(=NC=C3)F)[C@@H]1CC2